2-chloro-N-(2-(1-cyclopropyl-2-hydroxy-2-methylpropyl)-3-oxoisoindolin-4-yl)-6-fluoro-3-methylbenzamide ClC1=C(C(=O)NC2=C3C(N(CC3=CC=C2)C(C(C)(C)O)C2CC2)=O)C(=CC=C1C)F